N1(CCNCC1)C[C@H]1N(CC2=CC=CC=C2C1)C(=O)C=1SC=CC1 (3S)-3-(piperazin-1-ylmethyl)-2-(thiophen-2-ylcarbonyl)-1,2,3,4-tetrahydroisoquinoline